FC1=C(C(=O)N([C@H]2CNCCC2)C2=NC=CC3=CC=CC(=C23)C)C=CC(=C1)NC1=NC=CC(=N1)NCCC (R)-2-fluoro-N-(8-methylisoquinolin-1-yl)-N-(piperidin-3-yl)-4-((4-(propylamino)pyrimidin-2-yl)amino)benzamide